3,3-dimethoxycyclobutanecarbonitrile COC1(CC(C1)C#N)OC